2-{2,6-diazaspiro[3.3]heptan-2-yl}-N-{2,8-dimethylimidazo[1,2-a]pyrazin-6-yl}-4-ethoxypyrimidine-5-carboxamide C1N(CC12CNC2)C2=NC=C(C(=N2)OCC)C(=O)NC=2N=C(C=1N(C2)C=C(N1)C)C